4-(trifluoromethoxy)phenylsulfinyl chloride FC(OC1=CC=C(C=C1)S(=O)Cl)(F)F